tert-butyl (2-((4-formylnaphthalen-1-yl)oxy)ethyl)(methyl)carbamate C(=O)C1=CC=C(C2=CC=CC=C12)OCCN(C(OC(C)(C)C)=O)C